BrC1=C(C(=C(C(=O)OC)C(=C1)F)F)[N+](=O)[O-] methyl 4-bromo-2,6-difluoro-3-nitrobenzoate